COC=1C=C(C=C(C1)OC)C1=CC(=NN1C1=CC(=CC=C1)OC)COC(C(=O)O)(C)C 2-([5-(3,5-Dimethoxyphenyl)-1-(3-methoxyphenyl)-1H-pyrazol-3-yl]-methoxy)-2-methylpropanoic acid